methyl (E)-3-(prop-1-en-1-yl)bicyclo[1.1.1]pentane-1-carboxylate C(=C\C)/C12CC(C1)(C2)C(=O)OC